2-(1-(4-(5-(4-(1-aminoethyl)-4-methylpiperidin-1-yl)-6-(hydroxymethyl)pyrazin-2-ylsulfanyl)-3-chloropyridin-2-yl)pyrrolidin-2-yl)propan-2-ol NC(C)C1(CCN(CC1)C=1N=CC(=NC1CO)SC1=C(C(=NC=C1)N1C(CCC1)C(C)(C)O)Cl)C